1H-1,2,4-triazole-5-ylthiocyanate N1N=CN=C1SC#N